C(C)(C)N1C=CC2=CC(=CC=C12)NNC(C(=O)OCC)C=O ethyl 2-[2-(1-isopropyl-1H-indol-5-yl) hydrazino]-3-oxopropionate